The molecule is a benzoate ester that is methyl benzoate substituted by an acetoxy group at position 4 and a methoxy group at position 3 respectively. It is a benzoate ester, a monomethoxybenzene and a member of phenyl acetates. It derives from a methyl vanillate. CC(=O)OC1=C(C=C(C=C1)C(=O)OC)OC